C(C=C)OC1=CC=C(C(=C1C1CC2=NN=C(N2C1)C1CC(N(CC1)C(=O)OC(C)(C)C)(C)C)Cl)Cl tert-butyl 4-(6-(6-(allyloxy)-2,3-dichlorophenyl)-6,7-dihydro-5H-pyrrolo[2,1-c][1,2,4]triazol-3-yl)-2,2-dimethylpiperidine-1-carboxylate